2-[[5-(3-Chlorophenyl)-1-[(2-chlorophenyl)methyl]pyrazol-3-yl]methoxy]-2-methyl-propanoic acid ClC=1C=C(C=CC1)C1=CC(=NN1CC1=C(C=CC=C1)Cl)COC(C(=O)O)(C)C